C(C1=CC=CC=C1)C1=C(SC=2N3C(COCC21)=NN=C3C)C#CC=3C=NN(C3)CC(=O)O 2-(4-((3-benzyl-9-methyl-4H,6H-thieno[2,3-e][1,2,4]triazolo[3,4-c][1,4]oxazepin-2-yl)ethynyl)-1H-pyrazol-1-yl)acetic acid